COC=1C=2N(C=C(C1)C1=CC3=C(N(C(N3)=O)C3CCN(CC3)C3COC3)C=C1)N=CN2 5-(8-methoxy-[1,2,4]triazolo[1,5-a]pyridin-6-yl)-1-(1-(oxetan-3-yl)piperidin-4-yl)-1,3-dihydro-2H-benzo[d]imidazol-2-one